(Z)-1-(4-amino-2-fluoro-but-2-en-1-yl)-N,N,2-trimethyl-4-(4-(methylsulfonyl)phenyl)-1H-benzo[d]imidazole-6-carboxamide hydrochloride Cl.NC\C=C(\CN1C(=NC2=C1C=C(C=C2C2=CC=C(C=C2)S(=O)(=O)C)C(=O)N(C)C)C)/F